CC(COC)OCOC(COC)C 4,8-Dimethyl-2,5,7,10-tetraoxaundecane